(R)-2-((4-(4-(1-(pentan-3-yl)-1H-pyrazol-4-yl)pyrazolo[1,5-a]pyrazin-6-yl)-1H-pyrazol-1-yl)methyl)morpholine CCC(CC)N1N=CC(=C1)C=1C=2N(C=C(N1)C=1C=NN(C1)C[C@H]1CNCCO1)N=CC2